[Cl-].C(CCCCCCCCC)C1=C(C=CC=C1)P(C1=CC=CC=C1)C1=CC=CC=C1 n-decyl-triphenylphosphine chloride